C(C)N(C(=O)C1=C(OC2=C(N=CN=N2)N2CC3(CN(C3)C(=O)OC(C)(C)C)CC2)C=CC(=C1)F)C(C)C 2-tert-butyl 6-(6-(2-(ethyl(isopropyl)carbamoyl)-4-fluoro-phenoxy)-1,2,4-triazin-5-yl)-2,6-diazaspiro[3.4]octane-2-carboxylate